2-(3-chloro-4-hydroxybenzyl)-6-(2-(2,2,2-trifluoroethoxy)pyrimidin-5-yl)pyridazin-3(2H)-one ClC=1C=C(CN2N=C(C=CC2=O)C=2C=NC(=NC2)OCC(F)(F)F)C=CC1O